O\N=C(\C1=C(C(=CC=C1SC)CO)C)/Cl (Z)-N-hydroxy-3-hydroxymethyl-2-methyl-6-methylthiobenzimidoyl chloride